COC=1CN(C=C(C1)C=1C=NN(C1)C(C)C1=CC=CC=C1)C 3-methoxy-1-methyl-5-(1-(1-phenylethyl)-1H-pyrazol-4-yl)pyridine